C[Si](OCC)(OCC)OCC methyltriethoxy-silane